FC(OC=1C=C(C=CC1)C1=NN(C=2C1=NC=C(C2)C(=O)NC2(CS(C2)(=O)=O)C)CC)F 3-(3-(difluoromethoxy)phenyl)-1-ethyl-N-(3-methyl-1,1-dioxidothietan-3-yl)-1H-pyrazolo[4,3-b]pyridine-6-carboxamide